ethyl 4-methyl-1-((2-(trimethylsilyl) ethoxy) methyl)-1H-imidazole-5-carboxylate CC=1N=CN(C1C(=O)OCC)COCC[Si](C)(C)C